1-(3-bromo-2,6-difluoro-4-nitrophenyl)-4-methylpiperazine BrC=1C(=C(C(=CC1[N+](=O)[O-])F)N1CCN(CC1)C)F